4-(((3aR,5s,6aS)-5-((4-(difluoromethyl)-6-(2,5-difluorophenyl)pyridazin-3-yl)amino)hexahydrocyclopenta[c]pyrrol-2(1H)-yl)methyl)tetrahydro-2H-pyran-4-ol FC(C1=C(N=NC(=C1)C1=C(C=CC(=C1)F)F)NC1C[C@@H]2[C@@H](CN(C2)CC2(CCOCC2)O)C1)F